(R)-2-chloro-7-isopropyl-10-methoxy-3-(3-methoxypropoxy)-6,7-dihydro-11H-benzo[f]pyrido[1,2-d][1,4]oxazepin-11-one ClC=1C(=CC2=C(C=3N([C@@H](CO2)C(C)C)C=C(C(C3)=O)OC)C1)OCCCOC